[Na+].C(CCCC)C=1C=C(C=CC1)CC(=O)[O-] 3-pentylbenzenacetic acid sodium salt